[N+](=O)([O-])C=1C=CC(=NC1)OCCCCNC(OC(C)(C)C)=O tert-butyl (4-((5-nitropyridin-2-yl)oxy)butyl)carbamate